FC1=C(N)C=C(C(=C1)C)C1=CC=2N(C(=C1)N1CCOCC1)N=CC2 2-fluoro-4-methyl-5-[7-(morpholin-4-yl)pyrazolo[1,5-a]pyridin-5-yl]aniline